N[C@@H]1CC[C@H](CC1)NC1=NC=C(C(=N1)C1=CC=CC(=N1)N1C(COCC1)=O)F trans-4-(6-(2-((4-aminocyclohexyl)amino)-5-fluoropyrimidin-4-yl)pyridin-2-yl)morpholin-3-one